N-(2-((4,5-dimethylthiazol-2-yl)carbamoyl)phenyl)-22-oxo-4,7,10,13,16,19-hexaoxa-behenamide CC=1N=C(SC1C)NC(=O)C1=C(C=CC=C1)NC(CCOCCOCCOCCOCCOCCOCCC=O)=O